C1(=CC=CC=C1)C1=CSC=2N=C(N=C(C21)N2CCC(CC2)NC(=O)C=2C=NC=CC2)C2=NC=CC=C2 N-{1-[5-phenyl-2-(pyridin-2-yl)thieno[2,3-d]pyrimidin-4-yl]piperidin-4-yl}pyridine-3-carboxamide